OC/C=C/[C@@H]1CC[C@H](CC1)NC(O)=O.C(#N)[C@H](C)NC(C1=CC=C(C=C1)C1=NC(=NC=C1C)NC=1C=NN(C1)C1CCCCC1)=O (S)-N-(1-cyanoethyl)-4-(2-((1-cyclohexyl-1H-pyrazol-4-yl)amino)-5-methylpyrimidin-4-yl)benzamide (trans-4-((E)-3-hydroxyprop-1-en-1-yl)cyclohexyl)carbamate